FC1=CC=C(C=C1)C1=C(N(C2=CC(=CC=C12)C)C(C)C)/C=C/[C@@H](C[C@@H](CC(=O)OC(C)(C)C)O)O |o1:22,24| tert-butyl rel-(3S,5R,E)-7-(3-(4-fluorophenyl)-1-isopropyl-6-methyl-1H-indol-2-yl)-3,5-dihydroxyhept-6-enoate